C(C1=CC=CC=C1)OC(=O)NC1=CC(=NC=C1)C(=O)OC methyl 4-(benzyloxycarbonylamino)pyridine-2-carboxylate